C[C@]12[C@H]3CC[C@@]4([C@H](CC[C@H]4[C@@H]3CCC2=CC(CC1)=O)C(COCCCCCC(=O)O)=O)C 6-(2-((8S,9S,10R,13S,14S,17S)-10,13-dimethyl-3-oxo-2,3,6,7,8,9,10,11,12,13,14,15,16,17-tetradecahydro-1H-cyclopenta[a]phenanthren-17-yl)-2-oxoethoxy)hexanoic acid